C(CCCCCCCCC(=O)OCCCCCCOC(C1=C(C(=C(C(=C1F)F)N=[N+]=[N-])F)F)=O)(=O)OCCCCCCOC(C1=C(C(=C(C(=C1F)F)N=[N+]=[N-])F)F)=O bis(6-((4-azido-2,3,5,6-tetrafluorobenzoyl) oxy) hexyl) sebacate